1-(2',4'-difluoro-[1,1'-biphenyl]-2-yl)ethanone FC1=C(C=CC(=C1)F)C1=C(C=CC=C1)C(C)=O